N,N-dimethyl-1H-pyrrole-3-carboxamide CN(C(=O)C1=CNC=C1)C